4-[3-[2-(Cyclohexylmethoxy)-6-hydroxyphenyl]-3-oxoprop-1-enyl]benzenesulfonamide C1(CCCCC1)COC1=C(C(=CC=C1)O)C(C=CC1=CC=C(C=C1)S(=O)(=O)N)=O